3-{[2-({(1R)-1-[1-Benzyl-4-(2,5-difluorophenyl)-1H-pyrrol-2-yl]-2,2-dimethylpropyl}{[1-(tert-butoxycarbonyl)pyrrolidin-3-yl]methyl}amino)-2-oxoethyl]sulfanyl}propanoic acid C(C1=CC=CC=C1)N1C(=CC(=C1)C1=C(C=CC(=C1)F)F)[C@@H](C(C)(C)C)N(C(CSCCC(=O)O)=O)CC1CN(CC1)C(=O)OC(C)(C)C